ClC=1C=C(C=NC1N1N=CC=N1)NC(=O)C=1N=CN(C1C)C1=C2C=CNC(C2=CC=C1)=O N-(5-chloro-6-(2H-1,2,3-triazol-2-yl)pyridin-3-yl)-5-methyl-1-(1-oxo-1,2-dihydroisoquinolin-5-yl)-1H-imidazole-4-carboxamide